tert-butyl (2-(3-((1H-pyrazol-4-yl)amino)-6-chloro-9H-carbazol-1-yl)ethyl)carbamate N1N=CC(=C1)NC=1C=C(C=2NC3=CC=C(C=C3C2C1)Cl)CCNC(OC(C)(C)C)=O